C(CC)NC(O)=O cis-propylcarbamic acid